3,4-DIHYDRO-1H-2-BENZOPYRAN-4-BORONIC ACID C1OCC(C2=C1C=CC=C2)B(O)O